4-Fluoro-N-[1-(R-2-hydroxycarbamoyl-1-naphthalen-2-ylmethyl-ethyl)-1H-[1,2,3]-triazol-4-ylmethyl]-benzamide FC1=CC=C(C(=O)NCC=2N=NN(C2)[C@@H](CC(NO)=O)CC2=CC3=CC=CC=C3C=C2)C=C1